BrC=1C=CC(=C(C=O)C1)OCCOC 5-bromo-2-(2-methoxyethoxy)benzaldehyde